C[C@@H](CC)NC(O[C@H]1C[C@H](CC1)C1=NNC(=C1)NC(CC1=C(C=C(C=C1)COC)S(=O)(=O)C)=O)=O (1R,3S)-3-[5-({[4-(methoxymethyl)-2-(methylsulfonyl) phenyl]acetyl} amino)-1H-pyrazol-3-yl]cyclopentyl (2S)-butan-2-ylcarbamate